CC(C)(C)C1=CN=C(O1)CSC2=CN=C(S2)NC(=O)C3CCNCC3 The molecule is a secondary carboxamide resulting from the formal condensation of the carboxy group of piperidine-4-carboxylic acid with the amino group of 5-{[(5-tert-butyl-1,3-oxazol-2-yl)methyl]sulfanyl}-1,3-thiazol-2-amine. It is an ATP-competitive inhibitor of CDK2, CDK7 and CDK9 kinases and exhibits anti-cancer properties. It has a role as an apoptosis inducer, an antineoplastic agent, an EC 2.7.11.22 (cyclin-dependent kinase) inhibitor and an angiogenesis inhibitor. It is a piperidinecarboxamide, a member of 1,3-oxazoles, a member of 1,3-thiazoles, an organic sulfide and a secondary carboxamide.